C(C1=CC=CC=C1)OC=1C(=C(\C=C\2/N(CCC3=CC(=C(C=C23)OC(=O)OCC)OC)C(=O)OCC)C=CC1OC)Br ethyl (Z)-1-(3-(benzyloxy)-2-bromo-4-methoxybenzylidene)-7-((ethoxycarbonyl)oxy)-6-methoxy-3,4-dihydroisoquinoline-2(1H)-carboxylate